C(CCCCCCCCCCC)[NH+](CCCCCCCCCCCC)CCCCCCCCCCCC tri-dodecyl-ammonium